5-chloro-4-fluoro-1-(p-toluenesulfonyl)pyrrolo[2,3-c]pyridine ClC=1C(=C2C(=CN1)N(C=C2)S(=O)(=O)C2=CC=C(C)C=C2)F